D-glucosamine sulphate S(=O)(=O)(O)O.OC1[C@H](N)[C@@H](O)[C@H](O)[C@H](O1)CO